C(C=C)(=O)N1CC(=CCC1)C1=NC=C(C=C1)C(C(=O)NC1=NNC(=C1)C1CC1)(F)F 2-(1'-propenoyl-1',2',5',6'-tetrahydro-[2,3'-bipyridin]-5-yl)-N-(5-cyclopropyl-1H-pyrazol-3-yl)-2,2-difluoroacetamide